1-(piperazin-1-yl)octadecan-1-one N1(CCNCC1)C(CCCCCCCCCCCCCCCCC)=O